[Cl-].C(C=C)N1CC=CC=C1 N-allylpyridine chloride salt